C(#N)C=1C=C(C=CC1OC)[C@@H]1CC[C@H](CC1)CN(C(=O)[C@@H]1CC[C@H](CC1)O)C1=CC(=CC=C1)C=1N=C(OC1)C1CC1 trans-N-((trans-4-(3-Cyano-4-methoxyphenyl)cyclohexyl)methyl)-N-(3-(2-cyclopropyloxazol-4-yl)phenyl)-4-hydroxycyclohexanecarboxamide